N-{2-[4-({4-[({2-[methyl(methylsulfonyl)amino]pyridin-3-yl}methyl)amino]-5-(trifluoromethyl)pyrimidin-2-yl}amino)piperidin-1-yl]-2-oxoethyl}acetamide CN(C1=NC=CC=C1CNC1=NC(=NC=C1C(F)(F)F)NC1CCN(CC1)C(CNC(C)=O)=O)S(=O)(=O)C